The molecule is a 1,2-diacyl-sn-glycerol where oleoyl and decanoyl are the 1- and 2-acyl groups, respectively. It is a 1,2-diacyl-sn-glycerol and a decanoate ester. It derives from an oleic acid. CCCCCCCCCC(=O)O[C@@H](CO)COC(=O)CCCCCCC/C=C\\CCCCCCCC